N1CC(C1)NC(=O)NC 1-(azetidin-3-yl)-3-methylurea